4-(hydroxymethyl)cyclohexan-1-one OCC1CCC(CC1)=O